N1=C(C=CC=C1)C(=O)N.C1CCC2=CC=CC=C12 indan-pyridineamide